N[C@@H](CC(=O)OC)C(=O)OCN1N=CC(=C1)C=1SC=C(N1)C(NC=1C(=NN(C1)C1CCC(CC1)OCC)C1=NC(=CC=C1F)F)=O 1-((4-(4-((3-(3,6-difluoropyridin-2-yl)-1-((1r,4r)-4-ethoxycyclohexyl)-1H-pyrazol-4-yl)carbamoyl)thiazol-2-yl)-1H-pyrazol-1-yl)methyl) 4-methyl L-aspartate